[1-(cyclopropanecarbonyl)-2,3-dihydro-1H-pyrrolo[3,2-b]pyridin-5-yl]-N-(4-fluorophenyl)cyclobutane-1-carboxamide C1(CC1)C(=O)N1CCC2=NC(=CC=C21)C2(CCC2)C(=O)NC2=CC=C(C=C2)F